BrC1=CC=C(C=C1)N1C(C=C(C=C1C)O)=O 1-(4-bromophenyl)-4-hydroxy-6-methylpyridin-2(1H)-one